4-(4-methoxyphenyl)-6,10-diphenylpyrido[2,1-a]isoquinolin-5-ium trifluoromethanesulfonate FC(S(=O)(=O)[O-])(F)F.COC1=CC=C(C=C1)C1=CC=CC=2[N+]1=C(C=C1C=CC(=CC21)C2=CC=CC=C2)C2=CC=CC=C2